I.N[C@@H](CC(=O)O)C(=O)O |r| DL-aspartic acid hydroiodic acid salt